[V+4].[V+5] vanadium(V) vanadium(IV)